2-(2-hydroxy-3-methacrylamidomethyl-5-tert-octylphenyl)benzotriazole tert-butyl-3-((8-bromo-6-methyl-4-oxo-2-(propylthio)quinazolin-3(4H)-yl)methyl)azetidine-1-carboxylate C(C)(C)(C)OC(=O)N1CC(C1)CN1C(=NC2=C(C=C(C=C2C1=O)C)Br)SCCC.OC1=C(C=C(C=C1CNC(C(=C)C)=O)C(C)(C)CC(C)(C)C)N1N=C2C(=N1)C=CC=C2